(5-Phenylisoxazol-3-yl)methanol C1(=CC=CC=C1)C1=CC(=NO1)CO